(1-(tert-Butoxycarbonyl)-3'-oxo-3'H-spiro[azetidine-3,1'-isobenzofuran]-6'-yl)boronic acid C(C)(C)(C)OC(=O)N1CC2(OC(C3=CC=C(C=C23)B(O)O)=O)C1